N-(3,5-difluorobenzyl)-4-(2-((tetrahydro-2H-pyran-4-yl)amino)pyrimidin-4-yl)oxazole-2-carboxamide FC=1C=C(CNC(=O)C=2OC=C(N2)C2=NC(=NC=C2)NC2CCOCC2)C=C(C1)F